COC=1C=C(C=CC1OC)/C=C/C(=O)C1=C(C=CC(=C1)O)F (E)-3-(3,4-dimethoxyphenyl)-1-(2-fluoro-5-hydroxyphenyl)prop-2-en-1-one